(S)-4-((3,3-difluoropropyl)(4-(5,6,7,8-tetrahydro-1,8-naphthyridin-2-yl)butyl)amino)-2-((R)-2-hydroxy-2-phenylacetamido)butanoic acid FC(CCN(CC[C@@H](C(=O)O)NC([C@@H](C1=CC=CC=C1)O)=O)CCCCC1=NC=2NCCCC2C=C1)F